COC1=C(C=CC=C1C=1N=NN(N1)C)NC1=C2C(=NC(=C1)NC=1N=NC(=CC1)C)NN(C2=O)C 4-((2-methoxy-3-(2-methyl-2H-tetrazol-5-yl)phenyl)amino)-2-methyl-6-((6-methylpyridazin-3-yl)amino)-1,2-dihydro-3H-pyrazolo[3,4-b]pyridin-3-one